Pyrido[2,3-d]Pyrimidine-4-amine N1=CN=C(C2=C1N=CC=C2)N